5-Cyano-2-methyl-N-(1-(naphthalen-1-yl)cyclopropyl)benzamide C(#N)C=1C=CC(=C(C(=O)NC2(CC2)C2=CC=CC3=CC=CC=C23)C1)C